benzyl-2'-carbamoyl-biphenyl-3-carboxylic acid C(C1=CC=CC=C1)C1=C(C=CC=C1C(=O)O)C1=C(C=CC=C1)C(N)=O